C1(CCC1)C1=CC(=C(C=C1F)N1C(C=CC2=CC(=CC=C12)S(=O)(=O)NC=1N=NC=CC1)=O)OC (P)-1-(4-CYCLOBUTYL-5-FLUORO-2-METHOXYPHENYL)-2-OXO-N-(PYRIDAZIN-3-YL)-1,2-DIHYDROQUINOLINE-6-SULFONAMIDE